methyl 6-[5,6-difluoro-1-(oxan-2-yl)indazol-3-yl]-2-methylpyridine-3-carboxylate FC=1C=C2C(=NN(C2=CC1F)C1OCCCC1)C1=CC=C(C(=N1)C)C(=O)OC